(S)-4-(5-(3-((2-((S)-4-((N,N-dimethylsulfamoyl)amino)-3-methyl-4-oxo-butanoyl)-6-methoxybenzo[b]thiophen-5-yl)oxy)propoxy)-6-methoxyisoindolin-2-yl)-2-methyl-4-oxobutanoic acid CN(S(=O)(=O)NC([C@H](CC(=O)C1=CC2=C(S1)C=C(C(=C2)OCCCOC=2C=C1CN(CC1=CC2OC)C(C[C@@H](C(=O)O)C)=O)OC)C)=O)C